3,4-Dichlorophenethyl-6-(1-(4-fluorobenzamido)ethyl)-3,4-dihydro-1,5-naphthyridin-1(2H)-carboxylat ClC=1C=C(CCOC(=O)N2CCCC3=NC(=CC=C23)C(C)NC(C2=CC=C(C=C2)F)=O)C=CC1Cl